2,7-dinonyl-4-naphthalenesulfonic acid C(CCCCCCCC)C1=CC2=CC(=CC=C2C(=C1)S(=O)(=O)O)CCCCCCCCC